C(CCC)(=O)O.C(CCC)(=O)O.[Te]1OCCCC1 (telluroxane) dibutyrate